(3-methoxy-5-(1H-pyrazol-1-yl)phenoxy)-N-methylquinoline-6-carboxamide COC=1C=C(OC2=NC3=CC=C(C=C3C=C2)C(=O)NC)C=C(C1)N1N=CC=C1